C(C)(=O)SC[C@H](C[C@H]1C(NCC1)=O)NC(=O)OC(C)(C)C S-((S)-2-((tert-butoxycarbonyl) amino)-3-((S)-2-oxopyrrolidin-3-yl) propyl) thioacetate